[Cl-].C(CCCCCCCCCCC)[N+](C)(C)CCCCCCCCCCCC di(dodecyl)dimethyl-ammonium chloride